1,3-Bis(2,4,6-trimethylphenyl)imidazolium CC1=C(C(=CC(=C1)C)C)N1C=[N+](C=C1)C1=C(C=C(C=C1C)C)C